2-t-butoxythiophenol C(C)(C)(C)OC1=C(C=CC=C1)S